CN1C(=NC2=C(C=CC=C2C1=O)C(C)NC1=C(C(=O)O)C=CC=C1)N1CCC2(COC2)C1 2-[1-[3-methyl-2-(2-oxa-7-azaspiro[3.4]octan-7-yl)-4-oxo-quinazolin-8-yl]ethylamino]benzoic acid